ClC=1C=NN(C(C1Cl)=O)CC(=O)NCCC1=CNC2=CC=CC=C12 4,5-dichloro-N-[2-(1H-indol-3-yl)ethyl]-6-oxo-1(6H)-pyridazineacetamide